C(C)(C)(C)OC(=O)NC(N1N=CC=C1)=NC(OC(C)(C)C)=O tert-butyl (((tert-butoxycarbonyl)amino)(1H-pyrazol-1-yl)methylene)-carbamate